1-(di(pyridin-3-yl)methyl)piperazine 4-(di(pyridin-3-yl)methyl)piperazine-1-carboxylate N1=CC(=CC=C1)C(N1CCN(CC1)C(=O)O)C=1C=NC=CC1.N1=CC(=CC=C1)C(N1CCNCC1)C=1C=NC=CC1